choline-pelargonate salt C(CCCCCCCC)(=O)[O-].OCC[N+](C)(C)C